S1N=NC2=C1C=CC=C2.OCC[N+](C)(C)C choline benzo(1,2,3)thiadiazole